CC(C(=O)NC=1C=C2C(=CN(C2=CC1)C1=NC(=NC=C1C)NC=1N(N=CC1)C)C)=C 2-methyl-N-[3-methyl-1-[5-methyl-2-[(2-methylpyrazol-3-yl)amino]pyrimidin-4-yl]indol-5-yl]prop-2-enamide